6-[(3-Chlorophenoxy)methyl]-1-cyclopentyl-1H-pyrazolo[3,4-d]pyrimidin-4(5H)-one ClC=1C=C(OCC=2NC(C3=C(N2)N(N=C3)C3CCCC3)=O)C=CC1